C(C1=CC=CC=C1)OC(=O)N1C(C(CCC1)C)CN (aminomethyl)-3-methylpiperidine-1-carboxylic acid benzyl ester